COC=1C=CC=C2N(CCN(C12)C(=O)OC(C)(C)C)C1=CC2=C(N=C(N=C2)NC2=CC=C(C=C2)N2CCN(CC2)C)N(C1=O)C tert-butyl 8-methoxy-4-[8-methyl-2-[4-(4-methylpiperazin-1-yl)anilino]-7-oxo-pyrido[2,3-d]pyrimidin-6-yl]-2,3-dihydroquinoxaline-1-carboxylate